2,3,6-trifluoropyridine FC1=NC(=CC=C1F)F